FC=1C=C(C=C(C1)F)[C@@H]1CCN2N1C(C1(C2)CCN(CC1)C(C1=C(C(=CC(=C1)F)F)F)=O)=O (S)-7'-(3,5-difluorophenyl)-1-(2,3,5-trifluorobenzoyl)dihydro-1'H,3'H,5'H-spiro[piperidine-4,2'-pyrazolo[1,2-a]pyrazol]-1'-one